ClC1=C(C=CC(=C1)OC)NCCC(=O)O 3-((2-chloro-4-methoxyphenyl)amino)propionic acid